3-propyldioxytitanium bis(ethyl acetoacetate) C(C)CC(CC(=O)[O-])=O.C(C)CC(CC(=O)[O-])=O.CCCOO[Ti+2]